FC(C1=CC=CC2=C1N=C(S2)CN2C1CC(CC2CCC1)NC(OC(C)(C)C)=O)(F)F exo-tert-butyl (9-((4-(trifluoromethyl)benzo[d]thiazol-2-yl)methyl)-9-azabicyclo[3.3.1]nonan-3-yl)carbamate